FC(F)(F)C=1C(=C(C=CC1)B(O)O)C(F)(F)F bis(trifluoromethyl)benzeneboronic acid